3-(1,5-dimethyl-4-hexenyl)-6-methylene-cyclohexene CC(CCC=C(C)C)C1C=CC(CC1)=C